C1(CC1)C(=O)N1CCC2(CC1)NC=1N(C(N=C(C1)OCC1=CC(=C(C=C1)F)F)=O)C2 1'-(cyclopropanecarbonyl)-7-((3,4-difluorobenzyl)oxy)-1H-spiro[imidazo[1,2-c]pyrimidine-2,4'-piperidin]-5(3H)-one